C(C)(C)(C)OC(=O)N1C(CNCC1)C1=CC2=C(N(C(N2C)=O)C2C(NC(CC2)=O)=O)C=C1 [1-(2,6-dioxo-3-piperidinyl)-3-methyl-2-oxo-benzoimidazol-5-yl]piperazine-1-carboxylic acid tert-butyl ester